C(C1=CC=CC=C1)OCC1=NN(C(N1CC)=O)C=1N(C(C2=CC(=CC=C2C1C(=C)C)F)=O)C1=C(C=CC(=C1)C)F (3-((Benzyloxy)methyl)-4-ethyl-5-oxo-4,5-dihydro-1H-1,2,4-triazol-1-yl)-7-fluoro-2-(2-fluoro-5-methylphenyl)-4-(prop-1-en-2-yl)isoquinolin-1(2H)-one